diphenyl-iodonium trifluoromethanesulphonate FC(S(=O)(=O)[O-])(F)F.C1(=CC=CC=C1)[I+]C1=CC=CC=C1